C(C)N1N=CC(=C1)C1=CC=C(CNC2=NC=NC(=C2)C2=CN=C3N2C=CC(=C3)OC)C=C1 [4-(1-ethyl-1H-pyrazol-4-yl)-benzyl]-[6-(7-methoxy-imidazo[1,2-a]pyridin-3-yl)-pyrimidin-4-yl]-amine